C(C)(C)(C)C1=CC=C(C(=O)C2=CC=C(C=C2)SC2=CC=C(C=C2)[S+](C2=CC=CC=C2)C2=CC=CC=C2)C=C1 4-[4-(4-t-butylbenzoyl)phenylthio]phenyldiphenyl-sulfonium